CS(=O)(=O)OC(CC=1N=C(OC1C([2H])([2H])[2H])C1=C(C(=C(C(=C1[2H])[2H])[2H])[2H])[2H])([2H])[2H] 2-(5-(methyl-d3)-2-(phenyl-d5)oxazol-4-yl)ethyl-1,1-d2 methanesulfonate